N1C(C=CC=C1)CCCCCCCCCCCCO dihydropyridinedodecanol